CC1(OB(OC1(C)C)C=1C=NN(C1)CC1CN(C1)C(=O)OC(C)(C)C)C tert-butyl 3-[[4-(4,4,5,5-tetramethyl-1,3,2-dioxaborolan-2-yl)pyrazol-1-yl]methyl]azetidin-1-carboxylate